CC1=NC(=CC(=N1)NC1=NN2C(C=C(C=C2)C2=C(C=NC(=C2)C)OC[C@@](C(F)(F)F)(O)C)=C1)C (S)-3-((4-(2-((2,6-dimethylpyrimidin-4-yl)amino)pyrazolo[1,5-a]pyridin-5-yl)-6-methylpyridin-3-yl)oxy)-1,1,1-trifluoro-2-methylpropan-2-ol